C1(C=CC(N1N(C(CC)=O)C(COCCO)O)=O)=O (N-maleimidopropionamido)-diethylene glycol